C(C)(=O)OCC(CC1=CNC2=CC=C(C=C12)C=1C=C(C=C(C1)O[Si](C(C)C)(C(C)C)C(C)C)C[C@@H](C(=O)OC)NC(=O)OC(C)(C)C)(C)C methyl (2S)-3-(3-[3-[3-(acetyloxy)-2,2-dimethylpropyl]-1H-indol-5-yl]-5-[(triisopropylsilyl)oxy]phenyl)-2-[(tert-butoxycarbonyl)amino]propanoate